benzyl (1-(tert-butyl)-3-((2S,4S)-4-hydroxytetrahydrofuran-2-yl)-1H-pyrazol-5-yl)carbamate C(C)(C)(C)N1N=C(C=C1NC(OCC1=CC=CC=C1)=O)[C@H]1OC[C@H](C1)O